COC(=O)C=1C(N(C2=CC(=C(C=C2C1N)F)Br)C1=CC=C(C=C1)N)=O 4-Amino-1-(4-aminophenyl)-7-bromo-6-fluoro-2-oxo-1,2-dihydroquinoline-3-carboxylic acid methyl ester